tetrasodium N,N-Bis(carboxymethyl)-L-glutamate C(=O)(O)CN([C@@H](CCC(=O)[O-])C(=O)[O-])CC(=O)O.[Na+].[Na+].[Na+].[Na+].C(=O)(O)CN([C@@H](CCC(=O)[O-])C(=O)[O-])CC(=O)O